4-(sulfo)benzoic acid lithium salt [Li+].S(=O)(=O)([O-])C1=CC=C(C(=O)[O-])C=C1.[Li+]